4-(2-methyl-1H-imidazol-4-yl)-2-((1-(methylsulfonyl)piperidin-4-yl)amino)pyrimidine-5-carbonitrile CC=1NC=C(N1)C1=NC(=NC=C1C#N)NC1CCN(CC1)S(=O)(=O)C